C1(CC1)N1N=CC(=C1)NC(=O)C=1N=C(OC1)C=1C=NNC1 N-(1-cyclopropyl-1H-pyrazol-4-yl)-2-(1H-pyrazol-4-yl)-1,3-oxazole-4-carboxamide